3-Ethyl-1-(2-(3-fluoro-5-(trifluoromethyl)benzyl)pyridin-4-yl)-1H-pyrazol-4-carboxamid C(C)C1=NN(C=C1C(=O)N)C1=CC(=NC=C1)CC1=CC(=CC(=C1)C(F)(F)F)F